BrC=1C=CC2=C(NC(=N2)C(Cl)(Cl)Cl)C1C 6-bromo-7-methyl-2-(trichloromethyl)-1H-benzo[d]imidazole